tert-Butyl N-[2-[(5-bromo-2-chloro-pyrimidin-4-yl)amino]-4-fluoro-5-methoxy-phenyl]carbamate BrC=1C(=NC(=NC1)Cl)NC1=C(C=C(C(=C1)F)OC)NC(OC(C)(C)C)=O